C(C)OC(C)N1N=CC=C1 1-(1-ethoxyethyl)pyrazole